(±)-5-(3-fluoro-5-methoxyphenyl)-2-(3-fluorobicyclo[1.1.1]pentan-1-yl)-2,5,6,7-tetrahydro-3H-pyrrolo[2,1-c][1,2,4]triazol-3-one FC=1C=C(C=C(C1)OC)[C@H]1CCC2=NN(C(N21)=O)C21CC(C2)(C1)F |r|